2-chloro-4-methyl-6,7-dihydro-5H-cyclopenta[b]pyridine ClC1=CC(=C2C(=N1)CCC2)C